NC1=C(C(=CC(=C1)CN1C[C@H](OCC1)C)C(F)(F)F)O (R)-2-amino-4-((2-methylmorpholino)methyl)-6-(trifluoromethyl)phenol